C(C)(=O)O[C@H](CC=1C=C(C=CC1)[C@](C(=O)O)(CCCC(CS(=O)(=O)CCO[Si](C)(C)C(C)(C)C)(C)C)C)C (R)-2-(3-((S)-2-acetoxypropyl)phenyl)-7-((2-((tert-butyldimethylsilyl)oxy)ethyl)sulfonyl)-2,6,6-trimethylheptanoic acid